COC(=O)C=1C=C2N=C(C=NC2=CC1)NC=1C=C2CC(C(NC2=CC1)=O)(C)C.[N+](=O)([O-])C=1C=C(C=CC1)N1C(CCC1)=O 1-(3-nitrophenyl)pyrrolidin-2-one methyl-3-[(3,3-dimethyl-2-oxo-1,4-dihydroquinolin-6-yl)amino]quinoxaline-6-carboxylate